COC1=CC=C(CN2C3=C(C=C(CC2=O)C=2OC(=CN2)C)C=CC(=C3)C3=CN=CN3C)C=C1 1-(4-methoxybenzyl)-8-(1-methyl-1H-imidazol-5-yl)-4-(5-methyloxazol-2-yl)-1,3-dihydro-2H-benzo[b]azepin-2-one